FC=1C=C(C=CC1C(NC)=O)NC1CCC1 ((3-fluoro-4-(methylcarbamoyl)phenyl)amino)cyclobutane